Sebacic Acid methyl-(2S)-1-[[2,6-dimethoxy-4-(2-methyl-1-oxo-2,7-naphthyridin-4-yl)phenyl]methyl]azetidine-2-carboxylate COC(=O)[C@H]1N(CC1)CC1=C(C=C(C=C1OC)C1=CN(C(C2=CN=CC=C12)=O)C)OC.C(CCCCCCCCC(=O)O)(=O)O